CN1C(C(=C(C2=CC(=C(C=C12)O[C@H]1COCC1)C#N)N1CCC(CC1)(C=1OC2=C(N1)C=C(C=C2)C)C)C#N)=O |r| (Rac)-1-methyl-4-[4-methyl-4-(5-methyl-1,3-benzooxazol-2-yl)piperidin-1-yl]-2-oxo-7-[(oxolan-3-yl)oxy]-1,2-dihydroquinoline-3,6-dinitrile